C(#N)C=1C=CC(=C2C=CC=NC12)OC1CCC(CC1)NC(=O)C1=NC=C(N=C1)N1CCC(CC1)CO N-((1r,4r)-4-((8-cyanoquinolin-5-yl)oxy)cyclohexyl)-5-(4-(hydroxymethyl)piperidin-1-yl)pyrazine-2-carboxamide